C1(=CC=CC=C1)SC1=CC=C(C=C1)C(C(CCCCCC)=NO)=O 1-(4-phenylthio-phenyl)-octane-1,2-dione-2-oxime